FC=1C=C(C=CC1S(=O)(=O)C)C1=C(C=NN1C)C=1C=CC=2N(C1)C(=CN2)C=2C=CC(=NC2)NC(OC)=O methyl N-[5-[6-[5-(3-fluoro-4-methylsulfonyl-phenyl)-1-methyl-pyrazol-4-yl]imidazo[1,2-a]pyridin-3-yl]-2-pyridyl]carbamate